N-cyclopropyl-2-(ethylsulfonyl)-3-(5-(2,2,3,3,3-pentafluoropropoxy)pyrazin-2-yl)pyrazolo[1,5-a]pyrimidin-7-amine C1(CC1)NC1=CC=NC=2N1N=C(C2C2=NC=C(N=C2)OCC(C(F)(F)F)(F)F)S(=O)(=O)CC